ClC=1C=CC(=C(C1)C1=CC(=C(N1C)C)C(=O)O)C(=O)N1CC2=CC=CC=C2C[C@H]1COCCN1CCOCC1 5-(5-Chloro-2-{[(3S)-3-{[2-(morpholin-4-yl)ethoxy]methyl}-3,4-dihydro-isoquinolin-2(1H)-yl]carbonyl}phenyl)-1,2-dimethyl-1H-pyrrole-3-carboxylic acid